(2R,3R)-2-fluoro-3-(4-fluorophenyl)-3-hydroxypropanamide F[C@@H](C(=O)N)[C@H](O)C1=CC=C(C=C1)F